ClC1=C(C=C2C=NN(C2=C1)C=1C=C(C(=C(C1)O)F)F)C1=C(C=C(C=C1)O)Cl 5-(6-Chloro-5-(2-chloro-4-hydroxyphenyl)-1H-indazol-1-yl)-2,3-difluorophenol